(R)-N,1-dimethyl-N-(2,2,2-trifluoro-1-(4-fluorophenyl)ethyl)-1H-indazole-6-sulfonamide CN(S(=O)(=O)C1=CC=C2C=NN(C2=C1)C)[C@@H](C(F)(F)F)C1=CC=C(C=C1)F